2-METHOXYPYRAZINE-6-CARBOXALDEHYDE COC1=NC(=CN=C1)C=O